BrC1=CC=C(C2=C1CN(S2(=O)=O)C(C)(C)C)F 4-bromo-7-fluoro-2-(2-methylprop-2-yl)-2,3-dihydro-1λ6-benzo[2,1-d][1,2]thiazole-1,1-dione